ClC1=C(NC(=C1Cl)C)C(=O)NC1=C(OCC2CN(CCC2)C(=O)OC(C)(C)C)C=C(C=C1)C(=O)NN tert-butyl 3-((2-(3,4-dichloro-5-methyl-1H-pyrrole-2-carboxamido)-5-(hydrazinecarbonyl)phenoxy)methyl)piperidine-1-carboxylate